CC1=CC=C(C=C1)S(=O)(=O)S(=O)(=O)NC(=O)N p-toluenesulfonyl-sulfonylurea